N1=C(C=NC=C1)NC1=NC(=CC=C1)N 2-N-pyrazin-2-ylpyridine-2,6-diamine